N-[rac-(4S,5R)-7-ethyl-4-(4-fluorophenyl)-1-(3-hydroxy-3-methyl-butyl)-3-methyl-6-oxo-4,5-dihydropyrazolo[3,4-b]pyridine-5-yl]-3-(trifluoromethyl)benzamide C(C)N1C2=C([C@@H]([C@H](C1=O)NC(C1=CC(=CC=C1)C(F)(F)F)=O)C1=CC=C(C=C1)F)C(=NN2CCC(C)(C)O)C |r|